4-(methyl-sulfonyl)piperidine TFA salt OC(=O)C(F)(F)F.CS(=O)(=O)C1CCNCC1